L-ISOLEUCYL-L-ISOLEUCINE N[C@@H]([C@@H](C)CC)C(=O)N[C@@H]([C@@H](C)CC)C(=O)O